C1(CC1)CN1C(=NC2=C1C=C(C=C2)N2CCOCC2)C=2C=CC1=C(C(=NO1)C)C2 5-(1-(cyclopropylmethyl)-6-morpholino-1H-benzo[d]imidazol-2-yl)-3-methylbenzo[d]isoxazole